(6-(3-cyclopropyl-1H-1,2,4-triazol-1-yl)-2-azaspiro[3.3]heptan-2-yl)(3-(2-fluoro-4-methylphenoxy)azetidin-1-yl)methanone C1(CC1)C1=NN(C=N1)C1CC2(CN(C2)C(=O)N2CC(C2)OC2=C(C=C(C=C2)C)F)C1